2-((3aS,7aR)-7a-fluoro-1-oxooctahydro-2H-pyrrolo[3,4-c]pyridin-2-yl)cyclopentane-1-carboxylic acid F[C@@]12[C@@H](CNCC1)CN(C2=O)C2C(CCC2)C(=O)O